ClC1=CC(=C(C=N1)CO)OC (6-chloro-4-methoxy-3-pyridyl)methanol